C(C)(=O)C=1C(=CC2=C(OCCO2)C1)C(C(=O)N)N1CCN(CC1)C(C)=O (7-acetyl-2,3-dihydrobenzo-[b][1,4]dioxin-6-yl)-2-(4-acetylpiperazin-1-yl)acetamide